NC=1C=C(C2=CC=CC=C2C1)C(=O)O 3-Amino-naphthoic acid